O[C@@H](CCN1N=CC=C1)C |o1:1| 1-((R or S)-3-hydroxybutyl)-1H-pyrazole